6-[4-[4-(dimethylamino)-1-piperidyl]-3-pyridyl]-N'-(2-ethyl-4-hydroxy-phenyl)-4-[[(3S)-tetrahydrofuran-3-yl]amino]pyrrolo[1,2-b]pyridazine-3-carboxamidine CN(C1CCN(CC1)C1=C(C=NC=C1)C=1C=C2N(N=CC(=C2N[C@@H]2COCC2)C(=NC2=C(C=C(C=C2)O)CC)N)C1)C